OCCC1=CNC2=CC=CC=C12 3-(2-hydroxyethyl)-1H-indol